C(C)\N=C\1/N=C(NC(=N1)SC)NC(C)(C)C (4E)-4-(Ethylimino)-N-(2-methyl-2-propanyl)-6-(methylsulfanyl)-1,4-dihydro-1,3,5-triazin-2-amine